1-chloro-3-(2,4-dimethylphenyl)propan-2-amine ClCC(CC1=C(C=C(C=C1)C)C)N